CN1N=CC2=NC=CC=C21 1-methyl-1H-pyrazolo[4,3-b]pyridine